dimethyl-methoxylsilane C[SiH](OC)C